4-[[(2S,3S,4S,5R)-3-(3,4-Difluoro-2-vinyl-phenyl)-4,5-dimethyl-5-(trifluoromethyl)tetrahydrofuran-2-carbonyl]amino]pyridin-2-carboxamid FC=1C(=C(C=CC1F)[C@H]1[C@H](O[C@]([C@H]1C)(C(F)(F)F)C)C(=O)NC1=CC(=NC=C1)C(=O)N)C=C